FC(O[C@H]1C[C@@H](N(CC1)CC1=C2C=CN(C2=C(C=C1OC)C)C(=O)OC(C)(C)C)C1=CC=C(C=C1)C(=O)OC)F tert-butyl 4-(((trans)-4-(difluoromethoxy)-2-(4-(methoxycarbonyl)phenyl)piperidin-1-yl)methyl)-5-methoxy-7-methyl-1H-indole-1-carboxylate